dioxo-1,2,6-thiadiazinane O=C1CC(NSN1)=O